ClC1=NC=C(C(=C1)NC1=NC(=NC=C1)C(C)(F)F)C1=NN2C(CN(CC2)C)=C1 N-(2-chloro-5-(5-methyl-4,5,6,7-tetrahydropyrazolo[1,5-a]pyrazin-2-yl)pyridin-4-yl)-2-(1,1-difluoroethyl)pyrimidin-4-amine